NC=1N=C(C=C2C=C(N=CC12)NC(=O)[C@H]1[C@@H](C1)C1=NC=CC=N1)Cl |r| (+-)-trans-N-(8-amino-6-chloro-2,7-naphthyridin-3-yl)-2-pyrimidin-2-yl-cyclopropanecarboxamide